C(C)S(=O)(=O)N1CC(C1)(N1N=CC(=C1)C=1C2=C(N=CN1)N(C=C2)C([C@@H](C)C2=CC1=CC=C(C=C1C=C2)OC)=O)CC#N (S)-2-(1-(ethylsulfonyl)-3-(4-(7-(2-(6-methoxynaphthalen-2-yl)propanoyl)-7H-pyrrolo[2,3-d]pyrimidin-4-yl)-1H-pyrazol-1-yl)azetidin-3-yl)acetonitrile